tert-butyl 4-(2-{[5-(4,4,5,5-tetramethyl-1,3,2-dioxaborolan-2-yl)pyridin-3-yl]carbamoyl}ethyl)piperazine-1-carboxylate CC1(OB(OC1(C)C)C=1C=C(C=NC1)NC(=O)CCN1CCN(CC1)C(=O)OC(C)(C)C)C